1-bromo-5-chloro-3,4-dihydronaphthalene-2-carbaldehyde BrC1=C(CCC2=C(C=CC=C12)Cl)C=O